COC1=C(C=CC(=C1)OC)CN(C1=NC(=CC(=C1NC(CCCC)=O)NCC(C)(C)O)C)CC1=C(C=C(C=C1)OC)OC N-[2-[bis[(2,4-dimethoxyphenyl)methyl]amino]-4-[(2-hydroxy-2-methyl-propyl)amino]-6-methyl-3-pyridyl]pentanamide